Methyl 4-(8-oxo-8-((trityloxy)amino) octanamido)benzoate O=C(CCCCCCC(=O)NC1=CC=C(C(=O)OC)C=C1)NOC(C1=CC=CC=C1)(C1=CC=CC=C1)C1=CC=CC=C1